NCC1=CC=C(C=C1)NC(=O)C1=CC2=C(OCCC3=C2SC=C3)C=C1C=1C(=NC(=CC1)C(NC13CC2(C[C@@H](C[C@H](C1)C2)C3)CC)=O)C(=O)O 3-(9-((4-(aminomethyl)phenyl)carbamoyl)-4,5-dihydrobenzo[b]thieno[2,3-d]oxepin-8-yl)-6-(((1s,3s,5R,7S)-3-ethyladamantan-1-yl)carbamoyl)picolinic acid